C(CCCCCCCCCCC)C(C(C(=S)OCC(CO)(CO)CO)(CCCCCCCCCCCC)CCCCCCCCCCCC)CCCCCCCCCCCC pentaerythritol tetralauryl-thiopropionate